N(=C=S)C=1C=C2C(=NC=NC2=CC1)N 6-isothiocyanatoquinazolin-4-amine